(3S)-4-(7-(3,3-difluorocyclohexyl)-5-iodo-7H-pyrrolo[2,3-d]pyrimidin-4-yl)-3-methylpiperazine-1-carboxylic acid tert-butyl ester C(C)(C)(C)OC(=O)N1C[C@@H](N(CC1)C=1C2=C(N=CN1)N(C=C2I)C2CC(CCC2)(F)F)C